C[C@@H]1C=2C(=CC=NC2C[C@@H](C1)C)O (5S,7R)-5,7-dimethyl-5,6,7,8-tetrahydroquinolin-4-ol